COC1=CC(=CC=2N=C(OC21)C2=CC(=CC=C2)C2(CC(C2)C)C2=NN=CN2C)CO (7-methoxy-2-{3-[(1r,3s)-3-methyl-1-(4-methyl-1,2,4-triazol-3-yl)cyclobutyl]phenyl}-1,3-benzoxazol-5-yl)methanol